N1=CC=CC=2N=C3COCC4(N3C21)COC2=C4C=CC=C2 2H-spiro[benzofuran-3,9'-pyrido[3',2':4,5]imidazo[2,1-c][1,4]oxazine]